The molecule is a 2'-deoxyribonucleoside triphosphate oxoanion obtained from thymidine 5'-triphosphate by deprotonation of three of the four free triphosphate OH groups; major species at pH 7.3. It has a role as a Saccharomyces cerevisiae metabolite. It is a conjugate base of a dTTP. It is a conjugate acid of a dTTP(4-). CC1=CN(C(=O)NC1=O)[C@H]2C[C@@H]([C@H](O2)COP(=O)([O-])OP(=O)([O-])OP(=O)(O)[O-])O